C(C)N1CCC(CC1)C1=NC2=C(C(=C(C=C2C(=N1)N1CCC2(CN(C2)C(C=C)=O)CC1)C=C)C1=C2C=NNC2=CC=C1C)OCC(F)(F)F 1-(7-(2-(1-ethylpiperidin-4-yl)-7-(5-methyl-1H-indazol-4-yl)-8-(2,2,2-trifluoroethoxy)-6-vinylquinazolin-4-yl)-2,7-diazaspiro[3.5]nonan-2-yl)prop-2-en-1-one